Tert-butyl (1-(6-chloro-4-methoxypyridin-2-yl)piperidin-4-yl)carbamate ClC1=CC(=CC(=N1)N1CCC(CC1)NC(OC(C)(C)C)=O)OC